(1S,4s)-4-(4-(((6-((3R,5S)-3,5-Dimethylpiperazin-1-yl)pyridin-2-yl)methyl)amino)-7H-pyrrolo[2,3-d]pyrimidin-5-yl)cyclohexan-1-ol C[C@@H]1CN(C[C@@H](N1)C)C1=CC=CC(=N1)CNC=1C2=C(N=CN1)NC=C2C2CCC(CC2)O